(S)-N-((S)-(5-isopropylpyridin-2-yl)(phenyl)methyl)-2-methylpropan-2-sulfinamide C(C)(C)C=1C=CC(=NC1)[C@@H](N[S@@](=O)C(C)(C)C)C1=CC=CC=C1